CN1C(CC2=CC(=CC=C12)CC1=CC=CC=C1)=O N-methyl-5-benzyloxindole